N1=CC=C2C1=NC=C(C2)C(=O)[O-] pyrrolo[2,3-b]pyridine-5-carboxylate